N-(3-(2-chlorophenyl)-2-methylbutan-2-yl)-1-methyl-1H-pyrrolo[2,3-b]pyridine-5-carboxamide ClC1=C(C=CC=C1)C(C(C)(C)NC(=O)C=1C=C2C(=NC1)N(C=C2)C)C